O=C1NC(CCC1C1=NN(C2=C(C=CC=C12)N1CCN(CC1)S(=O)(=O)C1CCN(CC1)C(=O)OC(C)(C)C)C)=O tert-butyl 4-((4-(3-(2,6-dioxopiperidin-3-yl)-1-methyl-1H-indazol-7-yl)piperazin-1-yl)sulfonyl)piperidine-1-carboxylate